C(CCCCCC)OCOCCCC(C)[Mg]Cl 4-heptyloxymethoxy-1-methylbutylmagnesium chloride